3-amino-N-[(6S)-2-[(5S,9R)-9-amino-2-oxa-7-azaspiro[4.4]nonan-7-yl]-5,6,7,8-tetrahydroquinolin-6-yl]-6-methylthieno[2,3-b]pyridine-2-carboxamide NC1=C(SC2=NC(=CC=C21)C)C(=O)N[C@@H]2CC=1C=CC(=NC1CC2)N2C[C@@]1(CCOC1)[C@H](C2)N